C(C)OC(=O)C1NCC2(CCC2)C1 6-azaspiro[3.4]octane-7-carboxylic acid ethyl ester